[C@H]12CN(C[C@H](CC1)N2)C=2C1=C(N=C(N2)OC[C@H]2N(CCC2)C(C)C)C(=C(N=C1C#CC)C1=CC(=CC2=CC=C(C=C12)F)O)F 4-(4-((1R,5S)-3,8-diazabicyclo[3.2.1]oct-3-yl)-8-fluoro-2-(((S)-1-isopropylpyrrolidin-2-yl)methoxy)-5-(propynyl)pyrido[4,3-d]pyrimidin-7-yl)-6-fluoronaphthalen-2-ol